6-bromo-8-methoxy-2-methyl-1,2,3,4-tetrahydroisoquinoline BrC=1C=C2CCN(CC2=C(C1)OC)C